C(C=C)(=O)N[C@@H]1[C@@H](CCC1)NC(=O)C=1SC=2N=CC=C3N(C(NC1C23)=O)C2=NC=C(C=C2)OC=2C=NC=CC2 N-((1R,2S)-2-Acrylamidocyclopentyl)-4-oxo-5-(5-(pyridin-3-yloxy)pyridin-2-yl)-4,5-dihydro-3H-1-thia-3,5,8-triazaacenaphthylene-2-carboxamide